5-isopropyl-3-methyl-4-(4,4,5,5-tetramethyl-1,3,2-dioxaborolan-2-yl)isoxazole C(C)(C)C1=C(C(=NO1)C)B1OC(C(O1)(C)C)(C)C